NCC=1N=C2N(C=C(C=C2N2C(OC(C2)(C)C)=O)C2CC2)C1 3-(2-(aminomethyl)-6-cyclopropylimidazo[1,2-a]pyridin-8-yl)-5,5-dimethyloxazolidin-2-one